(3-indolyl)cyclohexanone N1C=C(C2=CC=CC=C12)C1C(CCCC1)=O